(R)-3-((3-(7-aminothiazolo[5,4-d]pyrimidin-2-yl)-2-methylphenyl)ethynyl)-3-hydroxy-1-methylpyrrolidin-2-one NC=1C2=C(N=CN1)SC(=N2)C=2C(=C(C=CC2)C#C[C@]2(C(N(CC2)C)=O)O)C